(2-methyl-1,2,3,4-tetrahydrobenzo[4,5]imidazo[1,2-a]pyrazin-7-yl)boronic acid CN1CC=2N(CC1)C1=C(N2)C=CC(=C1)B(O)O